F[C@H]1CN(CC[C@H]1NC(=O)C1=CC2=C(NC(N2C2=NC=C(C=C2F)C(F)(F)F)=O)C=C1)CC(C)(C)O N-((3S,4R)-3-Fluoro-1-(2-hydroxy-2-methylpropyl)piperidin-4-yl)-3-(3-fluoro-5-(trifluoromethyl)pyridin-2-yl)-2-oxo-2,3-dihydro-1H-benzo[d]imidazole-5-carboxamide